C(C)(C)(C)OC(=O)NC1(CCN(CC1)C=1C(=NC=C(N1)Cl)C(=O)OC)C methyl 3-(4-((tert-Butoxycarbonyl) amino)-4-methylpiperidin-1-yl)-5-chloropyrazine-2-carboxylate